((1-(6-(6-(Difluoromethyl)imidazo[1,2-b]pyridazin-3-yl)pyrimidin-4-yl)-4-methylpiperidin-3-yl)imino)dimethyl-λ6-sulfanone FC(C=1C=CC=2N(N1)C(=CN2)C2=CC(=NC=N2)N2CC(C(CC2)C)N=S(=O)(C)C)F